(4-bromo-2-nitronaphthalen-1-yl)acetamide BrC1=CC(=C(C2=CC=CC=C12)CC(=O)N)[N+](=O)[O-]